CC1=CC(=NN1)C=1CCN(CC1)C(=O)OC(C)(C)C tert-butyl 4-(5-methyl-1H-pyrazol-3-yl)-3,6-dihydro-2H-pyridine-1-carboxylate